3-(8-amino-6-(trifluoromethyl)imidazo[1,2-a]pyrazin-3-yl)-N-(1-(hydroxymethyl)-2-oxabicyclo[2.1.1]hexan-4-yl)-4-methylbenzenesulfonamide Trifluoroacetate Salt FC(C(=O)O)(F)F.NC=1C=2N(C=C(N1)C(F)(F)F)C(=CN2)C=2C=C(C=CC2C)S(=O)(=O)NC21COC(C2)(C1)CO